C(N)(OCC(N1CCC(CC1)C=1C=C2C(=C(NC2=CC1)C1=CC(=C(C=C1)OC)OC)C)C(C)(C)C)=O (tert-butyl 2-(4-(2-(3,4-dimethoxyphenyl)-3-methyl-1H-indol-5-yl) piperidin-1-yl) ethyl) carbamate